[1-[1-(2,6-dioxo-3-piperidyl)-3-methyl-2-oxo-benzimidazol-5-yl]-4-piperidyl]acetic acid O=C1NC(CCC1N1C(N(C2=C1C=CC(=C2)N2CCC(CC2)CC(=O)O)C)=O)=O